Benzyl 4-[4-cyano-3-(trifluoromethyl) phenyl]-3-methylpiperazine-1-carboxylate C(#N)C1=C(C=C(C=C1)N1C(CN(CC1)C(=O)OCC1=CC=CC=C1)C)C(F)(F)F